(1R,3S)-3-(3-{[(6-methoxypyridin-3-yl)acetyl]amino}-1H-pyrazol-5-yl)cyclopentyl(2,2-difluoroethyl)carbamate COC1=CC=C(C=N1)CC(=O)NC1=NNC(=C1)[C@@H]1C[C@@H](CC1)N(C([O-])=O)CC(F)F